8-fluoro-6-(6-fluoro-2-(((3R,4R)-3-fluoro-1-(oxetan-3-yl)piperidin-4-yl)amino)-4-methoxypyrrolo[2,1-f][1,2,4]triazin-5-yl)-N-methylimidazo[1,2-a]pyridine-3-carboxamide FC=1C=2N(C=C(C1)C=1C(=CN3N=C(N=C(C31)OC)N[C@H]3[C@@H](CN(CC3)C3COC3)F)F)C(=CN2)C(=O)NC